C(C)(C)(C)OC(=O)NCCCCCN N-t-butoxycarbonyl-1,5-pentanediamine